C(C1=CC=CC=C1)N1CC(N2C1=C(C(=C(C2=O)F)CC2=CC=CC1=CC=CC=C21)C2=CC(=CC=C2)C(F)(F)F)C(=O)O 1-benzyl-6-fluoro-7-(naphthalen-1-ylmethyl)-5-oxo-8-(3-(trifluoromethyl)phenyl)-1,2,3,5-tetrahydroimidazo[1,2-a]pyridine-3-carboxylic acid